tert-butyl 4-[(3-hydroxycyclobutoxy)methyl]piperidine-1-carboxylate OC1CC(C1)OCC1CCN(CC1)C(=O)OC(C)(C)C